4-{4-[(2-chloro-5-fluoropyrimidin-4-yl)amino]-3,5-dimethylphenyl}benzene-1-carbonitrile ClC1=NC=C(C(=N1)NC1=C(C=C(C=C1C)C1=CC=C(C=C1)C#N)C)F